N-(4-(4-fluorostyryl)thiazol-2-yl)-1-(pyridin-4-ylmethyl)-1H-pyrrole-2-carboxamide FC1=CC=C(C=CC=2N=C(SC2)NC(=O)C=2N(C=CC2)CC2=CC=NC=C2)C=C1